1'-{2-[4-(1,1-dioxo-1lambda6-thiolan-2-yl)phenoxy]ethyl}-2-oxo-1,2-dihydrospiro[indole-3,4'-piperidine]-5-carbonitrile O=S1(C(CCC1)C1=CC=C(OCCN2CCC3(CC2)C(NC2=CC=C(C=C23)C#N)=O)C=C1)=O